N[C@@H](CC(=O)N[C@@H](CCCNC(N)=N)C(=O)O)C(=O)O β-L-aspartyl-L-arginine